C(CCCCCCCCCCCCC)C(=O)CCCCCCCCCCCCCC di(myristyl) ketone